6-bromo-1-methyl-4-((3-methylpyridin-2-yl)(tetrahydro-2H-pyran-4-yl)methyl)-1,4-dihydropyrazolo[3',4':4,5]pyrrolo[3,2-b]pyridine-3-carboxylic acid methyl ester COC(=O)C1=NN(C2=C1N(C=1C2=NC=C(C1)Br)C(C1CCOCC1)C1=NC=CC=C1C)C